2-chloro-N-(5-((6-((2-methoxypyridin-3-yl)amino)-1-methyl-1H-pyrazolo[3,4-d]pyrimidin-3-yl)amino)-6-methylpyridin-3-yl)acetamide ClCC(=O)NC=1C=NC(=C(C1)NC1=NN(C2=NC(=NC=C21)NC=2C(=NC=CC2)OC)C)C